ClC1=NC=C(C(=N1)NC1=NC2=CC=CC=C2C=C1)C(F)(F)F N-(2-chloro-5-(trifluoromethyl)pyrimidin-4-yl)quinolin-2-amine